O=CCCCCCCCCCCCC(=O)N 13-oxotridecylamide